C(C)(C)(C)OC(=O)N1[C@@H](CN(CC1)C=1C2=C(N=CN1)N(C=C2C2CC2)C2=CC(=CC(=C2)F)F)CC (R)-4-(5-cyclopropyl-7-(3,5-difluorophenyl)-7H-pyrrolo[2,3-d]pyrimidin-4-yl)-2-ethylpiperazine-1-carboxylic acid tert-butyl ester